2-(1-(5,8-Dioxaspiro[3.4]octan-2-yl)-1H-pyrazol-4-yl)-8-chloro-7-((2-methyl-1H-benzo[d]imidazol-6-yl)oxy)quinoxaline C1C(CC12OCCO2)N2N=CC(=C2)C2=NC1=C(C(=CC=C1N=C2)OC=2C=CC1=C(NC(=N1)C)C2)Cl